C(C)(=O)NC1=C(C(=O)O)C=CC=C1OCC=C 2-acetamido-3-(allyloxy)benzoic acid